4-(2-{[(4aS,7aR)-1-methyl-octahydro-1H-cyclopenta[b]pyridin-4a-yl]methoxy}-4-(azepan-1-yl)-8-fluoropyrido[4,3-d]pyrimidin-7-yl)-5-ethynyl-6-fluoronaphthalen-2-ol CN1[C@H]2[C@@](CCC1)(CCC2)COC=2N=C(C1=C(N2)C(=C(N=C1)C1=CC(=CC2=CC=C(C(=C12)C#C)F)O)F)N1CCCCCC1